(4-(4-amino-7-methyl-5-(4-((1-oxotetrahydro-2H-1λ6-thiopyran-1-ylidene)amino)phenyl)-7H-pyrrolo[2,3-d]pyrimidin-6-yl)phenyl)-2-fluoroacrylamide NC=1C2=C(N=CN1)N(C(=C2C2=CC=C(C=C2)N=S2(CCCCC2)=O)C2=CC=C(C=C2)C=C(C(=O)N)F)C